CS(=O)(=O)N=CC1=NC=CC(=C1)NC1=NC2=CC=CC=C2C=N1 N-(2-((methylsulfonylimino)methyl)pyridin-4-yl)quinazolin-2-amine